CN(C1=CC=C(OC=2N=C(C3=C(N2)C=NC=C3)O)C=C1)C1=CC(=CC=C1)N1CCN(CC1)C 2-(4-{methyl-[3-(4-methyl-piperazin-1-yl)-phenyl]-amino}-phenoxy)-pyrido[3,4-d]pyrimidin-4-ol